2',4'-di-tert-butoxy-6-chloro-2-ethyl-4,5'-bipyrimidine C(C)(C)(C)OC1=NC=C(C(=N1)OC(C)(C)C)C1=NC(=NC(=C1)Cl)CC